C1(=CC=CC=C1)C=CCCCOO 5-phenyl-4-pentenylhydroperoxide